N-((7-bromo-3-chloro-2,6-naphthyridin-1-yl)methyl)carboxamide BrC1=NC=C2C=C(N=C(C2=C1)CNC=O)Cl